NC(C=1C=C(C#N)C=CC1)C1=CC=CC=C1 3-(amino(phenyl)methyl)benzonitrile